N-methyl-4-decyl-N-octadecylanilinium [tetrakis(perfluorophenyl)borate] FC1=C(C(=C(C(=C1F)F)F)F)[B-](C1=C(C(=C(C(=C1F)F)F)F)F)(C1=C(C(=C(C(=C1F)F)F)F)F)C1=C(C(=C(C(=C1F)F)F)F)F.C[NH+](C1=CC=C(C=C1)CCCCCCCCCC)CCCCCCCCCCCCCCCCCC